styrene, vinyl-pyridinium salt C(=C)[N+]1=CC=CC=C1.C=CC1=CC=CC=C1